ClC=1C=C(C(=C(C1)C1=NC=NN2C1=CC(=C2)CN2C(N(C=CC2=O)CC(F)(F)F)=O)CC2CNC[C@@H](O2)C)C 3-((4-(5-chloro-3-methyl-2-(((6S)-6-methylmorpholin-2-yl)methyl)phenyl)pyrrolo[2,1-f][1,2,4]triazin-6-yl)methyl)-1-(2,2,2-trifluoroethyl)pyrimidine-2,4(1H,3H)-dione